FC[C@H](CN(CC[C@@H](C(=O)O)NC(=O)C1(CC1)C1=C(C=NC=C1)C(F)(F)F)CCCCC1=NC=2NCCCC2C=C1)OC (S)-4-(((S)-3-fluoro-2-methoxypropyl)(4-(5,6,7,8-tetrahydro-1,8-naphthyridin-2-yl)butyl)amino)-2-(1-(3-(trifluoromethyl)pyridin-4-yl)cyclopropane-1-carboxamido)butanoic acid